NC=1SC2=C(N1)C=C(C(=C2)N(C(=O)NC2=CC=C(C=C2)Cl)CCN2C(CCCC2)=O)Cl 1-(2-Amino-5-chlorobenzo[d]thiazol-6-yl)-3-(4-chlorophenyl)-1-[2-(2-oxopiperidin-1-yl)ethyl]urea